3-(3-((tert-butyldimethylsilyl)oxy)propoxy)-5-(2,2-difluorocyclopropyl)-2',5'-dimethyl-4-nitro-2'H-1,3'-bipyrazole [Si](C)(C)(C(C)(C)C)OCCCOC1=NN(C(=C1[N+](=O)[O-])C1C(C1)(F)F)C=1N(N=C(C1)C)C